2-Amino-4-(3-(3-(tert-butyl(methyl)amino)pyrrolidin-1-yl)-5-fluoro-7,9-dihydrofuro[3,4-f]quinazolin-6-yl)-7-fluorothieno[3,2-c]pyridine-3-carbonitrile NC1=C(C=2C(=NC=C(C2S1)F)C=1C2=C(C=3C=NC(=NC3C1F)N1CC(CC1)N(C)C(C)(C)C)COC2)C#N